(1-((3'-(trifluoromethyl)-[1,1'-biphenyl]-4-yl)methyl)-1H-indol-5-yl)-acrylamide FC(C=1C=C(C=CC1)C1=CC=C(C=C1)CN1C=CC2=CC(=CC=C12)C(C(=O)N)=C)(F)F